5-(2-hydroxyethyl)isoxazole-3-carboxylic acid ethyl ester C(C)OC(=O)C1=NOC(=C1)CCO